o-cresol CC1=CC=CC=C1O